C1(CC1)COC=1C=C(C=NC1)C(=O)NC=1C=C(C(=O)OC)C=CC1CC methyl 3-[5-(cyclopropylmethoxy)pyridine-3-amido]-4-ethylbenzoate